5-Fluoro-2-(2,4,5-trifluorophenyl)isonicotinaldehyde FC1=CN=C(C=C1C=O)C1=C(C=C(C(=C1)F)F)F